(S)-6-(1-(4,4-difluorocyclohexyl)-5-(3,5-dimethylisoxazol-4-yl)-1H-benzo[d]imidazol-2-yl)-1-(5-fluoropyridin-3-yl)piperidin-2-one FC1(CCC(CC1)N1C(=NC2=C1C=CC(=C2)C=2C(=NOC2C)C)[C@@H]2CCCC(N2C=2C=NC=C(C2)F)=O)F